C(C)(C)C1=C(C(=CC(=C1)C1=C(C=CC=C1)C)C(C)C)C1=C(C(=CC=C1)C1=C(C=C(C=C1C(C)C)C1=C(C=CC=C1)C)C(C)C)P 2,6-bis[2,6-diisopropyl-4-(2-methylphenyl)phenyl]phenylphosphine